C(C(O)C1=CC(OC)=C(O)C=C1)(=O)Br vanillylmandelic acid bromide